C12NCC(C(C1)N)C2 2-azabicyclo[2.2.1]heptan-5-amine